6-bromo-5-(trifluoromethyl)-1,2,4-triazin-3-amine BrC1=C(N=C(N=N1)N)C(F)(F)F